Tert-Butyl (2R,5S)-4-(5-bromo-7-(4-chloropyridin-2-yl)-7H-pyrrolo[2,3-d]pyrimidin-4-yl)-2,5-dimethylpiperazine-1-carboxylate BrC1=CN(C=2N=CN=C(C21)N2C[C@H](N(C[C@@H]2C)C(=O)OC(C)(C)C)C)C2=NC=CC(=C2)Cl